2-Chloro-N-(3-fluoro-4-(1-methyl-4-(trifluoromethyl)-1H-imidazol-2-yl)benzyl)-5-(propan-1-En-2-yl)pyrimidin-4-amine ClC1=NC=C(C(=N1)NCC1=CC(=C(C=C1)C=1N(C=C(N1)C(F)(F)F)C)F)C(=C)C